ClC1=CC=2C=3C=CC(=CC3N(C(N(C2N=C1)CC)=O)C1=C(C=C(C=C1F)NCCNCC(=O)N)F)C#N 2-({2-[(4-{4-chloro-13-cyano-8-ethyl-9-oxo-6,8,10-triazatricyclo[9.4.0.02,7]pentadeca-1(11),2(7),3,5,12,14-hexaen-10-yl}-3,5-difluorophenyl)amino]ethyl}amino)acetamide